COC1=C(C=C(C(=C1)C(F)(F)F)OC)CCNCC1=C(C=CC=C1)OC 2-[2,5-dimethoxy-4-(trifluoromethyl)phenyl]-N-[(2-methoxyphenyl)methyl]ethanamine